nonen-3-ol C=CC(CCCCCC)O